2,2'-seleno-bis(N-(3-methoxybenzyl)acetamide) [Se](CC(=O)NCC1=CC(=CC=C1)OC)CC(=O)NCC1=CC(=CC=C1)OC